C(C)(C)C1=CC=C(C=C1)B1OC(C(O1)(C)C)(C)C 2-(4-isopropylphenyl)-4,4,5,5-tetramethyl-1,3,2-dioxaborolane